N[C@H](C(=O)O)CC1=CNC2=CC=CC(=C12)Cl (S)-2-amino-3-(4-chloro-1H-indol-3-yl)propionic acid